C(C1=CC=CC=C1)OC1=C(C=C(C=C1OC)C1=CC(=CC=2N(C(N(C21)C)=O)CC(=O)NC2=CC=C(C=C2)F)OC)F 2-(4-(4-(benzyloxy)-3-fluoro-5-methoxyphenyl)-6-methoxy-3-methyl-2-oxo-2,3-dihydro-1H-benzo[d]imidazol-1-yl)-N-(4-fluorophenyl)acetamide